C(C=C)C1(N(C2=CC=CC(=C2C1=O)OC)C)C(=O)OC Methyl 2-allyl-4-methoxy-1-methyl-3-oxoindoline-2-carboxylate